C1(=CC=CC=C1)[Ti]C1C=CC=C1 phenyl-cyclopentadienyl-titanium